C(C)N1C=CC(C2=CC(=C(C(=C12)F)N1CC(NCC1)C)F)=O 1-ethyl-6,8-difluoro-7-(3-methylpiperazin-1-yl)-quinolin-4(1H)-one